N[C@H]1C2N(CC1CC2)C(=O)C2=CC1=C(N(C(=N1)C1=CC=3C(=NC(=CC3)C=3C(=C(C=CC3)O)C(F)(F)F)N1CC1CC1)C)C(=C2)OC 3-(2-{5-[(7R)-7-amino-2-azabicyclo[2.2.1]heptane-2-carbonyl]-7-methoxy-1-methyl-1H-1,3-benzodiazol-2-yl}-1-(cyclopropylmethyl)-1H-pyrrolo[2,3-b]pyridin-6-yl)-2-(trifluoromethyl)phenol